C1(CCCC1)C1=C(C=C(C=C1)COC1=CC=2C3=C(NC2C=C1)[C@H](CC3)CC(=O)[O-])CC(F)(F)F (3R)-7-[[4-cyclopentyl-3-(trifluoroethyl) phenyl] methoxy]-1,2,3,4-tetrahydrocyclopenta[b]indole-3-acetate